ethyl-tri(trimethylsiloxy)silane C(C)[Si](O[Si](C)(C)C)(O[Si](C)(C)C)O[Si](C)(C)C